Indium-Zinc Oxide [O-2].[Zn+2].[In+3]